NC=1C(=NC=2C(C3=C(C(C2N1)=O)C=CC=C3)=O)N 2,3-diaminobenzo[g]quinoxaline-5,10-dione